(1R,5S,6r)-6-(5-methyl-4,5-dihydro-1,2-oxazol-3-yl)-3-azabicyclo[3.1.0]Hexane-3-Formic acid tert-butyl ester C(C)(C)(C)OC(=O)N1C[C@H]2C([C@H]2C1)C1=NOC(C1)C